(S)-N2-(5-((-)-1-amino-1-(3-cyanophenyl)-3-cyclopropylpropyl)-2-fluorophenyl)-N1-(4-chlorophenyl)pyrrolidine-1,2-dicarboxamide NC(CCC1CC1)(C1=CC(=CC=C1)C#N)C=1C=CC(=C(C1)NC(=O)[C@H]1N(CCC1)C(=O)NC1=CC=C(C=C1)Cl)F